CC=1C(=C(C=2CC3=CC=CC=C3C2C1)C1=C(C(=NN=N1)C1=NSC2=CC3=C(C=CC=4C=5C=CC=CC5CC34)C2=C1)C1=C(C(=CC=2C3=CC=CC=C3CC12)C)C)C [bis(dimethylfluorenyl)triazinyl]thiaazaindenofluorene